(2s,3R)-3-amino-1-(4-((6-amino-9H-purin-9-yl)methyl)-6-(3,4-difluorophenyl)pyridin-3-yl)-N,N-dimethylpiperidine-2-carboxamide N[C@H]1[C@H](N(CCC1)C=1C=NC(=CC1CN1C2=NC=NC(=C2N=C1)N)C1=CC(=C(C=C1)F)F)C(=O)N(C)C